3-(6-fluoro-5-((4-(1-isopropyl-6-((2-(4-methoxypiperidin-1-yl)pyrimidin-4-yl)amino)-1H-Pyrazolo[4,3-c]pyridin-3-yl)piperazin-1-yl)methyl)-1-oxoisoindolin-2-yl)piperidine-2,6-dione FC1=C(C=C2CN(C(C2=C1)=O)C1C(NC(CC1)=O)=O)CN1CCN(CC1)C1=NN(C2=C1C=NC(=C2)NC2=NC(=NC=C2)N2CCC(CC2)OC)C(C)C